BrC=1C=C(C=CC1)[C@H](CN1CCOCC1)NC(OC(C)(C)C)=O tert-butyl (R)-(1-(3-bromophenyl)-2-morpholinoethyl)carbamate